C1(CCCCC1)NC[Si](OCC)(OCC)OCC (N-cyclohexylaminomethyl)(triethoxy)silane